2,3-Diphenylcyclopropyl-dicyclohexylphosphine tert-butyl-(S)-2-(6-chloro-2-(pyrimidin-4-yl)-1,2,3,4-tetrahydroisoquinolin-8-yl)pyrrolidine-1-carboxylate C(C)(C)(C)OC(=O)N1[C@@H](CCC1)C=1C=C(C=C2CCN(CC12)C1=NC=NC=C1)Cl.C1(=CC=CC=C1)C1C(C1C1=CC=CC=C1)P(C1CCCCC1)C1CCCCC1